N1=C(C=CC=C1)C(=O)OC(C)(C)C Tert-butyl pyridine-2-carboxylate